N-(6-(4-(tert-butyl)phenyl)-1-cyclohexyl-1H-pyrazolo[3,4-d]pyrimidin-4-yl)-5-nitrothiophene-2-carboxamide C(C)(C)(C)C1=CC=C(C=C1)C1=NC(=C2C(=N1)N(N=C2)C2CCCCC2)NC(=O)C=2SC(=CC2)[N+](=O)[O-]